4-(4-(5-fluoro-6-(4-methylpiperazin-1-yl)pyridin-3-yl)quinazolin-6-yl)pyridin-2-amine FC=1C=C(C=NC1N1CCN(CC1)C)C1=NC=NC2=CC=C(C=C12)C1=CC(=NC=C1)N